C(C)(C)(C)OC(=O)N1C[C@H]([C@@H](C1)C1CCOCC1)C(NC1=CC(=CC=C1)C=1C=NC=CC1)=O |r| (±)-trans-4-(tetrahydro-2H-pyran-4-yl)-3-{[3-(pyridin-3-yl)phenyl]carbamoyl}pyrrolidine-1-carboxylic acid tert-butyl ester